4-(3-methylpyridin-2-yl)-N-(4-methylpyridin-2-yl)-5-phenylthiazol-2-amine CC=1C(=NC=CC1)C=1N=C(SC1C1=CC=CC=C1)NC1=NC=CC(=C1)C